2-[1-[2-[[1-[2-(4-Methylpiperazin-1-yl)-2-oxoethyl]pyrazol-4-yl]amino]-[1,2,4]triazolo[1,5-a]pyridin-8-yl]-3-morpholinoazetidin-3-yl]acetonitril CN1CCN(CC1)C(CN1N=CC(=C1)NC1=NN2C(C(=CC=C2)N2CC(C2)(N2CCOCC2)CC#N)=N1)=O